1-[5-chloro-9-(oxetan-3-yl)-9H-xanthen-3-yl]Pyrrolidine ClC1=C2OC=3C=C(C=CC3C(C2=CC=C1)C1COC1)N1CCCC1